methyl 6-(4-(5-(4-chloro-3,5-difluorophenyl)-7,7-dimethyl-6,7-dihydro-5H-pyrrolo[2,3-b]pyrazine-2-carbonyl)-3,3-dimethylpiperazin-1-yl)-2,4-dimethylnicotinate ClC1=C(C=C(C=C1F)N1CC(C=2C1=NC=C(N2)C(=O)N2C(CN(CC2)C2=NC(=C(C(=O)OC)C(=C2)C)C)(C)C)(C)C)F